2-(4-(((6-(cyclopropyl((4-(trifluoromethyl)cyclohexyl)methyl)amino)-5-fluoropyrimidin-4-yl)amino)methyl)-3-hydroxypiperidin-1-yl)acetamide C1(CC1)N(C1=C(C(=NC=N1)NCC1C(CN(CC1)CC(=O)N)O)F)CC1CCC(CC1)C(F)(F)F